C(C)(C)(CC)NC=1C(=CC=CC1)N N-(tert-amyl)benzene-1,2-diamine